ClC1=C(C(=CC=C1)Cl)C1(NOC(=C1)C)C(=O)N 3-(2,6-dichlorophenyl)-5-methylisoxazolecarboxamide